5-(2-chloro-3-fluorophenyl)-3-((1-isopropyl-5-methyl-1H-pyrazol-3-yl)amino)-4H-benzo[e][1,2,4]thiadiazine 1,1-dioxide ClC1=C(C=CC=C1F)C1=CC=CC2=C1NC(=NS2(=O)=O)NC2=NN(C(=C2)C)C(C)C